ClC=1C=C(C(=O)N/N=C(\C)/C=2OC(=CC2)[N+](=O)[O-])C=CC1 3-chloro-N-[(E)-1-(5-nitrofuran-2-yl)ethylideneamino]benzamide